2,5-dioxopyrrolidin-1-yl 4-((2S,4S)-4-ethoxy-1-((5-methoxy-7-methyl-1H-indol-4-yl)methyl)piperidin-2-yl)benzoate C(C)O[C@@H]1C[C@H](N(CC1)CC1=C2C=CNC2=C(C=C1OC)C)C1=CC=C(C(=O)ON2C(CCC2=O)=O)C=C1